C1(CC1)C=C=C(COC1=CC2=CC=CC=C2C=C1)CC 2-((4-cyclopropyl-2-ethylbut-2,3-dien-1-yl)oxy)naphthalene